3-(2-(2-(2-(2-(2-bromoethoxy)ethoxy)ethoxy)ethoxy)ethoxy)prop-1-yne 3-benzazepinemaleate C1(=CNC=CC2=C1C=CC=C2)/C(=C/C(=O)O)/C(=O)O.BrCCOCCOCCOCCOCCOCC#C